1-((4-((6-ethynyl-8-((1R,2R)-2-hydroxy-2-methylcyclopentyl)-7-oxo-7,8-dihydropyrido[2,3-d]pyrimidin-2-yl)amino)piperidin-1-yl)sulfonyl)azetidine-3-carbonitrile C(#C)C1=CC2=C(N=C(N=C2)NC2CCN(CC2)S(=O)(=O)N2CC(C2)C#N)N(C1=O)[C@H]1[C@](CCC1)(C)O